C1(CC1)C(CCCN1CCN(CC1)C(=O)OC(C)(C)C)COC1=C(C=C(C=C1)S(=O)(=O)CC)C=1C2=C(C(N(C1)C)=O)NC=C2 tert-butyl 4-[4-cyclopropyl-5-[4-ethylsulfonyl-2-(6-methyl-7-oxo-1H-pyrrolo[2,3-c]pyridin-4-yl)phenoxy]pentyl]piperazine-1-carboxylate